4-(5-(1-((1H-imidazol-5-yl)methyl)piperidin-4-yl)-3-isopropyl-1H-indol-2-yl)-3-methyl-1H-pyrazolo[3,4-b]pyridine N1C=NC=C1CN1CCC(CC1)C=1C=C2C(=C(NC2=CC1)C1=C2C(=NC=C1)NN=C2C)C(C)C